CN1C(N(CC1)[C@H]1CN(CCC1)C1=NC=C(C=N1)C(=O)N)=O 2-((R)-3-(3-methyl-2-oxoimidazolin-1-yl)piperidin-1-yl)pyrimidine-5-carboxamide